C(=CC)SSC trans-methyl 1-propenyl disulfide